4-(2-Azaspiro[3.5]nonan-7-ylmethylamino)-2-(2,6-dioxo-3-piperidyl)isoindoline-1,3-dione C1NCC12CCC(CC2)CNC2=C1C(N(C(C1=CC=C2)=O)C2C(NC(CC2)=O)=O)=O